N1=C(C=C2N1C=CC=C2)[C@@H]2N(CCC1=C2N=CN1)C1=CC=C(C=N1)C(=O)N1CCCC1 (R)-(6-(4-(pyrazolo[1,5-a]pyridin-2-yl)-1,4,6,7-tetrahydro-5H-imidazo[4,5-c]pyridin-5-yl)pyridin-3-yl)(pyrrolidin-1-yl)methanone